(2S,3R)-3-((2-aminopyridin-4-yl)methyl)-N2-(thiophen-2-yl)-N1-((3-chlorophenyl)methyl)-N2-methyl-4-oxoazetidine-1,2-dicarboxamide NC1=NC=CC(=C1)C[C@@H]1[C@H](N(C1=O)C(=O)NCC1=CC(=CC=C1)Cl)C(=O)N(C)C=1SC=CC1